COC(C1=C(C(=C(C=C1)S(=O)(=O)C)C1=NOCC1)C)=O 3-(4,5-dihydro-3-isoxazolyl)-2-methyl-4-methylsulfonyl-benzoic acid methyl ester